(S)-3,5'-dichloro-4-((3,5-difluoropyridin-2-yl)methoxy-d2)-2'-(3-(2-hydroxypropan-2-yl)-4-methyl-1H-pyrazol-1-yl)-6-methyl-2H-[1,4'-bipyridin]-2-one ClC=1C(N(C(=CC1OC([2H])([2H])C1=NC=C(C=C1F)F)C)C1=CC(=NC=C1Cl)N1N=C(C(=C1)C)C(C)(C)O)=O